(tert-butoxycarbonyl)-5-(trifluoromethyl)-2,3-dihydro-1H-pyrrolo[2,3-c]pyridine-2-carboxylic acid C(C)(C)(C)OC(=O)N1C(CC=2C1=CN=C(C2)C(F)(F)F)C(=O)O